FC(C=1C=C(OC2=CC=CC3=CC=C(C=C23)Cl)C=C(C1)C(F)(F)F)(F)F 1-(3,5-bis(trifluoromethyl)phenoxy)-7-chloronaphthalene